N[C@H]1CN(CC[C@@H]1C)C(=O)OC(C)(C)C tert-butyl (3R,4S)-3-amino-4-methylpiperidine-1-carboxylate